(R)-1-(3-((3-(3-methoxypropanoyl)-1H-pyrrolo[2,3-b]pyridin-4-yl)amino)piperidin-1-yl)prop-2-en-1-one COCCC(=O)C1=CNC2=NC=CC(=C21)N[C@H]2CN(CCC2)C(C=C)=O